5-chloro-2-(difluoromethyl)-N-((1r,4r)-4-((3-(3-fluoropyridin-2-yl)-3-hydroxy-2-oxoindolin-1-yl)methyl)cyclohexyl)nicotinamide ClC=1C=NC(=C(C(=O)NC2CCC(CC2)CN2C(C(C3=CC=CC=C23)(O)C2=NC=CC=C2F)=O)C1)C(F)F